(2-bromo-4,6-difluorophenyl)methanol BrC1=C(C(=CC(=C1)F)F)CO